OCC(CC)(CO)CO 1,1,1-tris-(hydroxymethyl)-propan